2-(4-(3-amino-2,2-dimethyl-3-oxopropyl)phenyl)-2-methylpropanoic acid methyl ester COC(C(C)(C)C1=CC=C(C=C1)CC(C(=O)N)(C)C)=O